1,3,5-tris(4-tert-butyl-6-ethyl-3-hydroxy-2-methylbenzyl)-1,3,5-triazine-2,4,6(1H,3H,5H)-trione C(C)(C)(C)C1=C(C(=C(CN2C(N(C(N(C2=O)CC2=C(C(=C(C=C2CC)C(C)(C)C)O)C)=O)CC2=C(C(=C(C=C2CC)C(C)(C)C)O)C)=O)C(=C1)CC)C)O